p-chloro-o-cresol potassium salt [K].ClC=1C=C(C(=CC1)O)C